7-bromo-6-fluoro-2-methoxyquinoline-3-carboxylic acid methyl ester COC(=O)C=1C(=NC2=CC(=C(C=C2C1)F)Br)OC